rac-2-bromo-6-(4-(tert-butoxycarbonyl)piperazin-1-yl)-5-oxo-5,7,8,9-tetrahydropyrrolo[1,2-c][1,2,4]triazolo[1,5-a]pyrimidine-9-carboxylic acid ethyl ester C(C)OC(=O)[C@H]1CCC=2N1C=1N(C(C2N2CCN(CC2)C(=O)OC(C)(C)C)=O)N=C(N1)Br |r|